(±)-[8-chloro-3-[[cis-2-fluorocyclopropanecarbonyl]amino]-6-isoquinolyl]boronic acid ClC=1C=C(C=C2C=C(N=CC12)NC(=O)[C@H]1[C@H](C1)F)B(O)O |r|